C(C)N(C(C1=C(C=CC(=C1)F)C=1C=2N(C=C(C1)C1CN(C1)[C@@H](C(C)C)CCCN1CCN(CC1)C1(COC1)CO)C(=NC2)C)=O)C(C)C N-ethyl-5-fluoro-2-(6-{1-[(3R)-6-{4-[3-(hydroxymethyl)oxetane-3-yl]piperazin-1-yl}-2-methylhexane-3-yl]azetidin-3-yl}-3-methylimidazo[1,5-a]pyridin-8-yl)-N-(isopropyl)benzamide